C(C)OC(\C(=C\N(C(C)C)C(=O)OC(C)(C)C)\C1=CC=C(C=C1)Cl)=O (E)-3-((tert-butoxycarbonyl)-(isopropyl)amino)-2-(4-chlorophenyl)acrylic acid ethyl ester